C12CC(CC2C1)NC1=NN2C(C(=N1)OC)=C(C=C2)C2=CC=1N(C=C2)N=CC1C(=O)NC 5-(2-(bicyclo[3.1.0]hexan-3-ylamino)-4-methoxypyrrolo[2,1-f][1,2,4]triazin-5-yl)-N-methylpyrazolo[1,5-a]pyridine-3-carboxamide